N[C@H]1[C@@H](CCC1)C1=C(C2=NC(=CC(=C2S1)NCC=1SC=CC1)Cl)CC 2-((1r,2r)-2-aminocyclopentyl)-5-chloro-3-ethyl-N-(thiophen-2-ylmethyl)thieno[3,2-b]pyridin-7-amine